NC(CCCCCCCCCC)O Amino-undecanol